(2-methyltetrahydrofuran-3-yl)methanol CC1OCCC1CO